2-methylbutan-2-enamide CC(C(=O)N)=CC